5-(2,5-dichloropyridin-4-yl)-1-trityl-1,5-dihydro-4H-pyrazolo[4,3-c]pyridin-4-one ClC1=NC=C(C(=C1)N1C(C2=C(C=C1)N(N=C2)C(C2=CC=CC=C2)(C2=CC=CC=C2)C2=CC=CC=C2)=O)Cl